C(C)C1(N(C(N(C1=O)CC1=CC(=C(OC(C(=O)OCC)(C)C)C(=C1)C)C)=O)C1=CC=C(C=C1)C(F)(F)F)C Ethyl 2-(4-((4-ethyl-4-methyl-2,5-dioxo-3-(4-(trifluoromethyl)-phenyl)imidazolin-1-yl)methyl)-2,6-dimethylphenoxy)-2-methyl-propionate